NCC1=CC=C(C=C1)NC(=O)C1=CC2=C(OCCC3=C2SC=C3)C=C1C=1C(=NC(=CC1)C(NC13CC2(C[C@@H](C[C@H](C1)C2)C3)CC)=O)C(=O)OC methyl 3-(9-((4-(aminomethyl)phenyl)carbamoyl)-4,5-dihydrobenzo[b]thieno[2,3-d]oxepin-8-yl)-6-(((1s,3s,5R,7S)-3-ethyladamantan-1-yl)carbamoyl)picolinate